BrC1=CC=C(C=C1)C(C)(C)C=1N=C(SC1)NC(=O)NCC1=NC(=CC=C1)N1CCNCC1 1-(4-(2-(4-bromophenyl)-propan-2-yl)thiazol-2-yl)-3-((6-(piperazin-1-yl)pyridin-2-yl)methyl)urea